CC1=C(OC2=C(C1=O)C=C(C=C2[C@@H](C)NC2=C(C(=O)NS(=O)(=O)C)C=CC=C2)C)C2=CC=CC=C2 2-[[(1R)-1-(3,6-dimethyl-4-oxo-2-phenyl-benzopyran-8-yl)ethyl]amino]-N-methylsulfonyl-benzamide